5-(4-(6-bromo-7-methoxyimidazo[1,2-a]pyridin-3-yl)-1H-pyrazol-1-yl)-N-cyclopropyl-2-fluoro-4-methylbenzamide BrC=1C(=CC=2N(C1)C(=CN2)C=2C=NN(C2)C=2C(=CC(=C(C(=O)NC1CC1)C2)F)C)OC